C(C)N1C2=CC=CC=C2C=2C=C(C=CC12)C=C(C#N)C#N 2-((9-ethyl-9H-carbazol-3-yl)methylene)malononitrile